tert-butyl (3R*,4S*)-3-((tert-butoxycarbonyl)amino)-4-fluoropyrrolidine-1-carboxylate C(C)(C)(C)OC(=O)N[C@@H]1CN(C[C@@H]1F)C(=O)OC(C)(C)C |o1:8,12|